1-((1S,4S)-2,5-diazabicyclo[2.2.1]heptane-2-yl)-2-((2-(4'-isopropyl-[1,1'-biphenyl]-4-carbonyl)-1,2,3,4-tetrahydroisoquinolin-6-yl)oxy)-2-methylpropane-1-one hydrochloride Cl.[C@@H]12N(C[C@@H](NC1)C2)C(C(C)(C)OC=2C=C1CCN(CC1=CC2)C(=O)C2=CC=C(C=C2)C2=CC=C(C=C2)C(C)C)=O